N,N-dichloro-amine ClNCl